[N+](=O)([O-])C=1C=C(C=CC1)C1=NNC2=CC=C(C=C12)NC(C1=CC=C(C(=O)N)C=C1)=O N-(3-(3-nitrophenyl)-1H-indazol-5-yl)terephthalamide